2-((3-(2,6-dioxopiperidin-3-yl)-1-methyl-1H-indazol-7-yl)oxy)-N-(oxetan-3-yl)-acetamide O=C1NC(CCC1C1=NN(C2=C(C=CC=C12)OCC(=O)NC1COC1)C)=O